FC1(C[C@H](CC1)[C@H](C(=O)NC=1SC(=C(N1)C)C=1C=NC=CC1)C1=CC=C(C=C1)C=1N=NN(N1)C)F (S)-2-((S)-3,3-Difluorocyclopentyl)-2-(4-(2-methyl-2H-tetrazol-5-yl)phenyl)-N-(4-methyl-5-(pyridin-3-yl)thiazol-2-yl)acetamide